The molecule is a dipeptide composed of L-glutamic acid and L-aspartic acid joined by a peptide linkage. It has a role as a metabolite. It derives from a L-glutamic acid and a L-aspartic acid. C(CC(=O)O)[C@@H](C(=O)N[C@@H](CC(=O)O)C(=O)O)N